4-[(3R)-3-[(1-cyanocyclopropyl)amino]pyrrolidin-1-yl]-N-{8-fluoro-2-methylimidazo[1,2-a]pyridin-6-yl}-2-methylindazole-7-carboxamide C(#N)C1(CC1)N[C@H]1CN(CC1)C=1C2=CN(N=C2C(=CC1)C(=O)NC=1C=C(C=2N(C1)C=C(N2)C)F)C